BrC=1N=C2N=C(NC2=CC1F)Cl 5-bromo-2-chloro-6-fluoro-1H-1,3,4-triazainden